4-(1-ethoxyvinyl)-2-methylpyrimidine C(C)OC(=C)C1=NC(=NC=C1)C